FC=1C=C(CCN(C=2SC3=C(N2)C=CC=C3[N+](=O)[O-])CC3=CC=C(C=C3)C#CC(=O)O)C=CC1OC 3-(4-(((3-fluoro-4-methoxyphenethyl)(7-nitrobenzo[d]thiazol-2-yl)-amino)methyl)phenyl)propiolic acid